3-fluoro-1-methyl-9-(1-(piperidin-1-yl)propan-2-yl)-9H-pyrido[3,4-b]indol-7-ol FC1=CC2=C(N(C3=CC(=CC=C23)O)C(CN2CCCCC2)C)C(=N1)C